OCCC1S(CCC1)(=O)=O 2-(2-hydroxyethyl)tetrahydrothiophene 1,1-dioxide